2-dimethylamino-3-[5-[1-(2-fluoro-6-methyl-phenyl)-piperidin-4-yl]-6-oxo-7-(2-trifluoromethyl-benzyl)-4,5,6,7-tetrahydro-pyrazolo[3,4-d]pyrimidin-2-yl]-propionic acid methyl ester COC(C(CN1N=C2N(C(N(CC2=C1)C1CCN(CC1)C1=C(C=CC=C1C)F)=O)CC1=C(C=CC=C1)C(F)(F)F)N(C)C)=O